O=C1NC(CCC1N1C(C2=CC=CC(=C2C1=O)NCCOCCC(=O)O)=O)=O 3-(2-((2-(2,6-dioxopiperidine-3-yl)-1,3-dioxoisoindolin-4-yl)amino)ethoxy)propionic acid